C(C)(C)(C)OC(=O)N1[C@H]2[C@H]([C@@H](C1)C2)NC2=C(C(=NC1=C(C(=C(C=C21)CCC#N)C2=C(C(=CC=C2)Cl)Cl)F)C)C(=O)O (R)-4-(((1R,4R,5S)-2-(tert-butoxycarbonyl)-2-azabicyclo[2.1.1]hexan-5-yl)amino)-6-(2-cyanoethyl)-7-(2,3-dichlorophenyl)-8-fluoro-2-methylquinoline-3-carboxylic acid